1-(2,3-Dimethylphenyl)-N-[4-(2,4-dioxo-1,2,3,4-tetrahydronaphtho(1,2-b)[1,4]diazepin-5-yl)phenyl]phenyl-N-methylmethanesulfonamide CC1=C(C=CC=C1C)C1(CC=CC=C1)CS(=O)(=O)N(C)C1=CC=C(C=C1)N1C2=C(NC(CC1=O)=O)C1=CC=CC=C1C=C2